5-HYDROXY-4-METHYL-1H-PYRROLO[2,3-B]PYRIDINE-3-CARBALDEHYDE OC=1C(=C2C(=NC1)NC=C2C=O)C